(2-(4-(4-aminophenyl)-1H-pyrazol-1-yl)ethyl)(methyl)carbamic acid tert-butyl ester C(C)(C)(C)OC(N(C)CCN1N=CC(=C1)C1=CC=C(C=C1)N)=O